1-({5-[5-(difluoromethyl)-1,3,4-oxadiazol-2-yl]-1,3-thiazol-2-yl}methyl)-1H,2H,3H,4H,5H-pyrido[4,3-b]azepin-2-one FC(C1=NN=C(O1)C1=CN=C(S1)CN1C2=C(CCCC1=O)C=NC=C2)F